C(=O)(OC(C)(C)C)N1CCC(CC1)=O Boc-4-piperidinone